ClC1=C(C=C(C=C1)Cl)S(=O)(=O)[O-].[K+].FC1(CC(C1)CN1N=C(C(=C1C)C)NC(C1=C(C=C(C=C1)I)N1CCC2(CC2)CC1)=O)F N-(1-((3,3-difluorocyclobutyl)methyl)-4,5-dimethyl-1H-pyrazol-3-yl)-4-iodo-2-(6-azaspiro[2.5]oct-6-yl)benzamide potassium 2,5-dichlorobenzenesulfonate